4,5-dichloro-2-(((2S,4R)-rel-4-(hydroxymethyl)-2-phenylpiperidin-1-yl)methyl)phenol ClC1=CC(=C(C=C1Cl)O)CN1[C@@H](C[C@@H](CC1)CO)C1=CC=CC=C1 |o1:11,13|